CC=1NC2=CC=CC=C2C1CC(=O)[O-] 2-methyl-1H-indole-3-acetate